ClC=1C=C(CN2CCN(C3=CC=CC=C23)C(CN2CCCCC2)=O)C=CC1 1-(4-(3-chlorobenzyl)-3,4-dihydroquinoxaline-1(2H)-yl)-2-(piperidin-1-yl)ethan-1-one